C(C)(=O)[O-].C(CCCCC)[NH+]1C=C(C=C1)C 1-Hexyl-3-Methylpyrrolium acetat